C(C)(C)(C)OC(=O)N1[C@@H](CCC1)[C@@]1(OC2=C(C1)C(=C(C(=C2)F)Cl)C2=C(C(=NC=C2C(=O)O)OCCO)F)C2=CC=CC=C2 4-((2S,4R)-2-((S)-1-(tert-butoxycarbonyl)pyrrolidin-2-yl)-5-chloro-6-fluoro-2-phenyl-2,3-dihydrobenzofuran-4-yl)-5-fluoro-6-(2-hydroxyethoxy)nicotinic acid